3-decyl-1-methyl-1H-imidazol-3-ium hydroxide [OH-].C(CCCCCCCCC)[N+]1=CN(C=C1)C